N1=CC(=CC=C1)CNC1=NC2=C(C=3N1C(=NN3)C(=O)O)C=NC=C2 5-((pyridin-3-ylmethyl)amino)pyrido[3,4-e][1,2,4]triazolo[4,3-c]pyrimidine-3-carboxylic acid